ClC=1C(=C(C=CC1OCC1CC1)NC=1C2=C(N=CN1)C=CC(=N2)N2CC1(CCN1)C2)F N-[3-Chloro-4-(cyclopropylmethoxy)-2-fluoro-phenyl]-6-(1,6-diazaspiro[3.3]heptan-6-yl)pyrido[3,2-d]pyrimidin-4-amine